9-bromo-3-[2-(dimethylamino)ethyl]-4-oxofuro[2,3-g]quinazoline-7-carboxamide BrC=1C2=C(C=C3C(N(C=NC13)CCN(C)C)=O)OC(=C2)C(=O)N